ethyl 3-amino-4-(3-methoxy-2,6-dimethyl-phenyl)quinoline-2-carboxylate NC=1C(=NC2=CC=CC=C2C1C1=C(C(=CC=C1C)OC)C)C(=O)OCC